O(F)F.[Ti] Titanium oxy fluoride